BrC=1C=C2C(=NC(=NC2=C2C1N(N=C2)C)C)N[C@H](C)C=2C=C(C=CC2)C(C(F)F)O {3-[(1R)-1-({6-bromo-2,7-dimethyl-7H-pyrazolo[3,4-H]quinazolin-4-yl}amino)ethyl]phenyl}-2,2-difluoroethane-1-ol